CN1N=CC=2C=NC(=CC21)C=O 1-methyl-1H-pyrazolo[4,3-c]pyridine-6-carbaldehyde